2-oxo-prop-1-yl (5-chloro-8-quinolinoxy)acetate ClC1=C2C=CC=NC2=C(C=C1)OCC(=O)OCC(C)=O